FC1=C(C=CC=C1)CCCC1=CC=CC=C1 1-(2-fluorophenyl)-3-phenylpropan